NC=1SC(=NN1)S 2-Amino-5-mercapto-1,3,4-thiadiazole